BrC=1C(=CC(=C(C1)NC(OC(C)(C)C)=O)C(C(F)(F)F)(C#CC1CC1)O)F tert-butyl (5-bromo-2-(4-cyclopropyl-1,1,1-trifluoro-2-hydroxybut-3-yn-2-yl)-4-fluorophenyl)carbamate